1-(5Z,8Z,11Z,14Z,17Z-eicosapentaenoyl)-2-(13Z,16Z-docosadienoyl)-glycero-3-phosphocholine CCCCC/C=C\C/C=C\CCCCCCCCCCCC(=O)O[C@H](COC(=O)CCC/C=C\C/C=C\C/C=C\C/C=C\C/C=C\CC)COP(=O)([O-])OCC[N+](C)(C)C